1-[(trimethylsilyl)methyl]benzotriazole C[Si](C)(C)CN1N=NC2=C1C=CC=C2